FC1=C(C=CC(=C1F)C=1C=NN(C1)C1OCCCC1)N1CCN(CC1)C(=O)N 4-(2,3-difluoro-4-(1-(tetrahydro-2H-pyran-2-yl)-1H-pyrazol-4-yl)phenyl)piperazine-1-carboxamide